FC1=C(C=C2CN(C(C2=C1)=O)C1C(NC(CC1)=O)=O)C1=NC=CC=C1 3-(6-fluoro-1-oxo-5-(pyridin-2-yl)isoindolin-2-yl)piperidine-2,6-dione